CC([C@@H](C(=O)N1[C@@H]([C@H]2C([C@H]2C1)(C)C)C(=O)O)NC(=O)[C@@H]1COCC1)(C)C (1R,2S,5S)-3-((S)-3,3-dimethyl-2-((S)-tetrahydrofuran-3-carboxamido)butanoyl)-6,6-dimethyl-3-azabicyclo[3.1.0]hexane-2-carboxylic acid